5-methyl-d3-4,5-dihydropyrazole-3,5-dicarboxylic acid C(C1(CC(=NN1)C(=O)O)C(=O)O)([2H])([2H])[2H]